C(C)OC(CC(Br)OCC)Br 1,3-diethoxy-1,3-dibromopropane